C(C)/C(/C(C)=O)=C\C1=CC=C(C=C1)C (E)-3-ethyl-4-(4-methylphenyl)-but-3-en-2-one